2-{4-[4-(5-Fluoro-1H-indol-3-yl)-piperidin-1-yl]-butyl}-tetrahydro-pyrrolo[1,2-c]pyrimidine-1,3-dione oxalate C(C(=O)O)(=O)O.FC=1C=C2C(=CNC2=CC1)C1CCN(CC1)CCCCN1C(N2C(CC1=O)CCC2)=O